2-(3,4,5-trifluorobenzamido)benzo[d]thiazole-6-carboxylic acid FC=1C=C(C(=O)NC=2SC3=C(N2)C=CC(=C3)C(=O)O)C=C(C1F)F